OC=1C=C(C=C(C1)OC)C=CC1=CC=C(C=C1)O 3,4'-dihydroxy-5-methoxystilbene